BrC1=CC=C(C=C1)C(C)(C)O 2-(4-bromophenyl)-2-propanol